4-amino-6-((5-chloropyrazolo[1,5-a]pyrimidin-7-yl)amino)pyridin-3-ol NC1=C(C=NC(=C1)NC1=CC(=NC=2N1N=CC2)Cl)O